4-(1-tosylpyrrolidin-2-yl)thiazol S(=O)(=O)(C1=CC=C(C)C=C1)N1C(CCC1)C=1N=CSC1